(S)-1-(2-chloro-4-fluorophenyl)ethan-1-ol ClC1=C(C=CC(=C1)F)[C@H](C)O